ClC1=CC=CC(=C1C=N[C@@H](CCCN\C(\N)=N\[H])C(=O)O)O (E)-N2-[(6-chloro-2-hydroxyphenyl)methylidene]-L-arginine